NC1=C(C(NC2=C(C=CC=C12)C1=NC(=CC=C1)OC(F)F)=O)C(=O)NCCC 4-Amino-8-(6-(difluoromethoxy)pyridin-2-yl)-2-oxo-N-propyl-1,2-dihydroquinoline-3-carboxamide